NC1=NN(C=C1C=1C=C2C(=C(C=NC2=CC1)C1=CC(=CC(=C1)C)F)N1CCC(CC1)N)C 1-[6-(3-amino-1-methyl-1H-pyrazol-4-yl)-3-(3-fluoro-5-methylphenyl)quinolin-4-yl]piperidin-4-amine